C(C1=CC=CC=C1)OC(CC(=O)O)=O 3-(benzyloxy)-3-oxopropanoic acid